ClC=1C=C(NC=2C3=C(N=CN2)NC=C3C3CCN(CC3)C(C=C)=O)C=CC1OCC=1N=CSC1 1-[4-[4-[3-chloro-4-(thiazol-4-ylmethoxy)anilino]-7H-pyrrolo[2,3-d]pyrimidin-5-yl]-1-piperidyl]prop-2-en-1-one